COC=1C=C(C=2C3=C(C(NC13)=C=O)C=CC2)N2N=CC(=C2C(F)(F)F)C(=O)NC2=CC(=NC=C2)C(F)(F)F 1-(8-Methoxy-2-carbonyl-1,2-dihydrobenzo[cd]indol-6-yl)-5-(trifluoromethyl)-N-(2-(trifluoromethyl)pyridin-4-yl)-1H-pyrazole-4-carboxamide